((2S,3R)-3-((tert-Butyldimethylsilyl)oxy)-2-(cyclopentyloxy)-3-(3,5-dimethoxy-4-methylphenyl)propyl)benzo[d]thiazole-4-carboxylic acid methyl ester COC(=O)C=1C=CC=C2C1N=C(S2)C[C@@H]([C@@H](C2=CC(=C(C(=C2)OC)C)OC)O[Si](C)(C)C(C)(C)C)OC2CCCC2